N-((1S,2R)-2-hydroxy-2,3-dihydro-1H-inden-1-yl)-2-(piperidin-4-yl)benzo[d]thiazole-6-carboxamide O[C@H]1[C@H](C2=CC=CC=C2C1)NC(=O)C1=CC2=C(N=C(S2)C2CCNCC2)C=C1